4-amino-1-methyl-N-(4-oxo-5-azaspiro[2.4]heptan-5-yl)-N-((5-(trifluoromethyl)pyridin-2-yl)methyl)-1H-pyrazolo[4,3-c]quinoline-8-carboxamide NC1=NC=2C=CC(=CC2C2=C1C=NN2C)C(=O)N(CC2=NC=C(C=C2)C(F)(F)F)N2C(C1(CC1)CC2)=O